N[C@@H](C(=O)NCC1=CC=CC=C1)C (R)-2-amino-N-benzylpropionamide